2-((2r,5s)-4-(6-cyano-1-methyl-2-oxo-1,2-dihydropyrido[3,2-d]pyrimidin-4-yl)-2,5-dimethylpiperazin-1-yl)-2-(4-methoxyphenyl)acetic acid methyl ester COC(C(C1=CC=C(C=C1)OC)N1[C@@H](CN([C@H](C1)C)C=1C2=C(N(C(N1)=O)C)C=CC(=N2)C#N)C)=O